trimethyl((4-(trifluoromethyl)phenyl)ethynyl)silane C[Si](C#CC1=CC=C(C=C1)C(F)(F)F)(C)C